C1(=CC=CC=C1)[Sn](C1=CC=CC=C1)(C1=CC=CC=C1)Cl triphenyl-tin (IV) chloride